di(2-hydroxyethoxy)benzene OCCOC1=C(C=CC=C1)OCCO